F\C(=C/CN)\CN1C=NC2=C1C=C(C=C2C=2C=NC=CC2)C(F)(F)F (Z)-3-fluoro-4-(4-(pyridin-3-yl)-6-(trifluoromethyl)-1H-benzo[d]imidazol-1-yl)but-2-en-1-amine